5-amino-1H-1,2,4-triazole-3-carboxylic acid methyl ester COC(=O)C1=NNC(=N1)N